2-[2-[[5-[3-(dimethylamino)azetidine-1-carbonyl]-6-methoxy-1,3-benzothiazol-2-yl]methylcarbamoyl]indan-2-yl]acetic acid CN(C1CN(C1)C(=O)C=1C(=CC2=C(N=C(S2)CNC(=O)C2(CC3=CC=CC=C3C2)CC(=O)O)C1)OC)C